C1N(CC12COCC2)CC2=CC(=NC=C2)C=2C=C1CN(C(C1=CC2)=O)C2C(NC(CC2)=O)=O 3-(5-(4-((6-oxa-2-azaspiro[3.4]octan-2-yl)methyl)pyridin-2-yl)-1-oxoisoindolin-2-yl)piperidine-2,6-dione